4-Ethyl-2-hydroxy-2,3,4,6,7,8-hexahydro-5H-chromen-5-one C(C)C1CC(OC=2CCCC(C12)=O)O